6-methyl-2-{[4-(4-methylpiperazin-1-yl)phenyl]amino}-8-[(1-methylpyrazol-3-yl)methyl]-5-[2-(triisopropylsilyl)ethynyl]pyrido[2,3-d]pyrimidin-7-one CC1=C(C2=C(N=C(N=C2)NC2=CC=C(C=C2)N2CCN(CC2)C)N(C1=O)CC1=NN(C=C1)C)C#C[Si](C(C)C)(C(C)C)C(C)C